FC1(CCC(CC1)N1N=C(C=C1C)[N+](=O)[O-])F (4,4-difluorocyclohexyl)-5-methyl-3-nitro-1H-pyrazole